(1S,2S)-1-amino-1-(3-ethylphenyl)propan-2-ol hydrochloride Cl.N[C@H]([C@H](C)O)C1=CC(=CC=C1)CC